methyl (5-((4-chlorophenyl)carbamoyl)-1-(3-(furan-2-yl)benzoyl)piperidin-3-yl)carbamate ClC1=CC=C(C=C1)NC(=O)C1CC(CN(C1)C(C1=CC(=CC=C1)C=1OC=CC1)=O)NC(OC)=O